[NH4+].C(C)(=O)[O-].[Zn] zinc acetate, ammonium salt